(2S)-2-(2-FORMYL-1H-PYRROL-1-YL)PROPANOIC ACID C(=O)C=1N(C=CC1)[C@H](C(=O)O)C